N-((3R,4S)-4-((6-(2,6-dichloro-3,5-dimethoxyphenyl)-8-((2-methoxyethyl)amino)pyrido[3,4-d]pyrimidin-2-yl)amino)tetrahydrofuran-3-yl)acryl-amide ClC1=C(C(=C(C=C1OC)OC)Cl)C1=CC2=C(N=C(N=C2)N[C@H]2[C@H](COC2)NC(C=C)=O)C(=N1)NCCOC